N=1C(=CN2C1C=CC=C2)C2=N[N-]C(N2)=S 3-(imidazo[1,2-a]pyridin-2-yl)-5-thioxo-4,5-dihydro-1,2,4-triazol-1-ide